5-Cyano-4-(((R)-1-(methylthio)propan-2-yl)amino)pyridin C(#N)C=1C(=CC=NC1)N[C@@H](CSC)C